C(#N)C1=C(OC2=CC(=NC=N2)OC2=C(C=CC=C2)/C(/C(=O)OC)=C\OC)C=CC=C1 methyl (E)-2-[2-[6-(2-cyanophenoxy)pyrimidin-4-yloxy]phenyl]3-methoxyacrylate